((1R,3R)-3-aminocyclobutyl)((R)-3-(trifluoromethyl)-6,7,7a,8,10,11-hexahydro-9H-pyrazino[1,2-d]pyridino[3,2-b][1,4]oxazepin-9-yl)methanone hydrochloride Cl.NC1CC(C1)C(=O)N1C[C@@H]2N(C3=C(OCC2)C=C(C=N3)C(F)(F)F)CC1